4-(1H-indol-3-yl)-6-((S)-piperidin-3-ylamino)-1,7-naphthyridine-3-carbonitrile N1C=C(C2=CC=CC=C12)C1=C(C=NC2=CN=C(C=C12)N[C@@H]1CNCCC1)C#N